C(#N)C1=NC2=CC(=CC(=C2N=C1N1CCN(CC1)C(=O)C1CC1)[C@@H](C)NC1=C(C(=O)O)C=CC=C1)C (R)-2-((1-(2-cyano-3-(4-(cyclopropanecarbonyl)piperazin-1-yl)-7-methylquinoxalin-5-yl)ethyl)amino)benzoic acid